CC(CC1=CC(=CC=C1)OCCN1CC2(C1)COCCC2)N methyl-2-{3-[2-(6-oxa-2-azaspiro[3.5]nonan-2-yl)ethoxy]phenyl}ethan-1-amine